hydroxydodecyltrimethylphosphonium lysine salt N[C@@H](CCCCN)C(=O)[O-].OCCCCCCCCCCCC[P+](C)(C)C